C1(CC=CC=C1)C=1NC2=CC=CC=C2C1 1H-2-phenyl-indole